(S)-1-(tert-butoxycarbonyl)pyrrolidin C(C)(C)(C)OC(=O)N1CCCC1